(R)-1-(5-fluoro-2-(2-methyl-5-((6-(trifluoromethyl)imidazo[1,2-a]pyridin-2-yl)methyl)-2H-1,2,3-triazol-4-yl)phenyl)ethan-1-ol FC=1C=CC(=C(C1)[C@@H](C)O)C1=NN(N=C1CC=1N=C2N(C=C(C=C2)C(F)(F)F)C1)C